CS(=O)(=O)CCN1CCN(CC1)CC1=C(C=C(N)C=C1)C(F)(F)F 4-((4-(2-(methylsulfonyl)ethyl)piperazin-1-yl)methyl)-3-(trifluoromethyl)aniline